1,3-bis(3-isocyanatophenyl)-1,1,3,3-tetramethyldisiloxane N(=C=O)C=1C=C(C=CC1)[Si](O[Si](C)(C)C1=CC(=CC=C1)N=C=O)(C)C